(E)-1-(4-Hydroxyphenyl)-3-[4-(1H-1,2,3-triaziren-1-yl)phenyl]-2-propen-1-one OC1=CC=C(C=C1)C(\C=C\C1=CC=C(C=C1)N1N=N1)=O